17-2-((8-((acryloyloxy)methyl)-3-(3,4-dihydroxy-5-oxo-2,5-dihydrofuran-2-yl)-8-methyl-6,11-dioxo-2,5,10-trioxa-7-azatridec-12-en-1-oyl)amino)-2-methylpropane-1,3-diyl diacrylate C(C=C)(=O)OCC(COC(C=C)=O)(C)NC(OC(COC(NC(COC(C=C)=O)(C)COC(C=C)=O)=O)C1OC(C(=C1O)O)=O)=O